(3-dimethylaminopropyl)-ethyl-carbodiimide hydrochloride Cl.CN(CCCN=C=NCC)C